COC(CC=1N=C(SC1)NS(=O)(=O)C)=O.FC=1C=C(C=CC1)N1C[C@@H](CCC1)NC1=CC(=NC=N1)N1CCN(CC1)CCCC(=O)N 4-(4-(6-(((R)-1-(3-fluorophenyl)piperidin-3-yl)amino)pyrimidin-4-yl)piperazin-1-yl)butanamide Methyl-2-(2-(methylsulfonamido)thiazol-4-yl)acetate